1-Bicyclo[1.1.1]pentanylamine hydrochloride Cl.C12(CC(C1)C2)N